7-Bromo-3,3-dibutyl-8-hydroxy-5-phenyl-2,3,4,5-tetrahydro-1,5-benzothiazepine 1,1-dioxide BrC=1C(=CC2=C(N(CC(CS2(=O)=O)(CCCC)CCCC)C2=CC=CC=C2)C1)O